C1(=CC(=CC=C1)C)OP(=O)(OC1=CC(=CC=C1)C)OC1=CC(=CC=C1)C Tri(meta-cresyl)phosphate